C(#N)C=1C=CC(=NC1)N1CCN(CC1)C(CNC(OC(C)(C)C)=O)=O Tert-butyl 2-(4-(5-cyanopyridin-2-yl) piperazin-1-yl)-2-oxoethylcarbamate